(3-Chlorophenyl)-[3-(2-cyclohexylethynyl)-6,8-dihydro-5H-[1,2,4]triazolo[4,3-a]pyrazin-7-yl]methanone ClC=1C=C(C=CC1)C(=O)N1CC=2N(CC1)C(=NN2)C#CC2CCCCC2